FC(CCCC[C@@H]1N(COC1=O)C(=O)O)F (4S)-4-(5,5-difluoropentyl)-5-oxo-1,3-oxazolidine-3-carboxylic acid